N-(1,1-dioxido-3-(o-tolyl)-2,3-dihydrobenzo[d]isothiazol-4-yl)-3-fluoro-5-(trifluoromethyl)benzamide O=S1(NC(C2=C1C=CC=C2NC(C2=CC(=CC(=C2)C(F)(F)F)F)=O)C2=C(C=CC=C2)C)=O